C1(CCC1)NC(C[C@H](CCN1CCCCC1)NC(=O)C1=NN(C(=C1)C1=C(C=CC=C1OC)OC)C1CCCC1)=O (S)-N-(1-(cyclobutylamino)-1-oxo-5-(piperidin-1-yl)pentan-3-yl)-5-(2,6-dimethoxyphenyl)-1-cyclopentyl-1H-pyrazole-3-carboxamide